C(C)(C)(C)OC(=O)N1[C@@H](C[C@H](C1)OCCCCOC1OCCCC1)C(N(C)C)=S.Cl.OCCCCO[C@@H]1C[C@H](NC1)C(N(C)C)=S (2S,4R)-4-(4-hydroxybutoxy)-N,N-dimethylpyrrolidine-2-carbothioamide hydrochloride Tert-butyl-(2S,4R)-2-(dimethylcarbamothioyl)-4-[4-(oxan-2-yloxy)butoxy]pyrrolidine-1-carboxylate